COC1=CC(=C(C=C1)CC(=O)OCC)OCC1=C(OC2=C1C=C(C=C2)B2OC(C(O2)(C)C)(C)C)C ethyl 2-(4-methoxy-2-((2-methyl-5-(4,4,5,5-tetramethyl-1,3,2-dioxaborolan-2-yl)benzofuran-3-yl)methoxy) phenyl)acetate